2-(4-(4-((4-([1,1'-biphenyl]-3-yl)-5-chloropyrimidin-2-yl)amino)piperidine-1-carbonyl)piperidin-1-yl)acetic acid C1(=CC(=CC=C1)C1=NC(=NC=C1Cl)NC1CCN(CC1)C(=O)C1CCN(CC1)CC(=O)O)C1=CC=CC=C1